N-[2-(3,3-Dimethyl-2-oxoazetidin-1-yl)ethyl]-8-methyl-2-(pyridin-2-ylmethyl)-4,5-dihydro-2H-furo[2,3-g]indazol-7-carboxamid CC1(C(N(C1)CCNC(=O)C1=C(C2=C(CCC3=CN(N=C23)CC2=NC=CC=C2)O1)C)=O)C